ClC1=CC=C(COC2=CC=C(CNC([C@H](CC)NC)=O)C=C2)C=C1 (S)-N-(4-((4-chlorobenzyl)oxy)benzyl)-2-(methylamino)butanamide